C(C)OC(=O)N1CC2(C1)C[C@@H](CC2)N2CCN(CC2)C2=NC(=C(C=C2C2=NC=CN=C2)OCC2=CC=CC=C2)F.C[Si](C)(C)C#CC=2C(=CSC2)OCC=2C=NC=CC2 3-({4-[(trimethylsilyl)ethynyl]thiophen-3-yloxy}methyl)pyridine ethyl-(6R)-6-[4-(5-benzyloxy-6-fluoro-3-pyrazin-2-yl-2-pyridyl)piperazin-1-yl]-2-azaspiro[3.4]octane-2-carboxylate